CC1=NN(C2=C1CN(CC2)C2=CC(=NC1=CN=CC=C21)C)CC21CCC(CC2)(CC1)NC(OC(C)(C)C)=O tert-butyl (4-((3-methyl-5-(2-methyl-1,7-naphthyridin-4-yl)-4,5,6,7-tetrahydro-1H-pyrazolo[4,3-c]pyridin-1-yl)methyl)bicyclo[2.2.2]octan-1-yl)carbamate